2,6-dimethoxy-4-(2-methyloctan-2-yl)-N-(pyrimidin-4-yl)benzamide COC1=C(C(=O)NC2=NC=NC=C2)C(=CC(=C1)C(C)(CCCCCC)C)OC